C(#N)C(C(=O)OCC(CCCC)CC)=C(C1=CC=CC=C1)C1=CC=CC=C1 2-ethylhexyl 2-cyano-3,3-diphenyl-acrylate